di(3,5-difluorophenyl)(4-vinylphenyl)boron FC=1C=C(C=C(C1)F)B(C1=CC=C(C=C1)C=C)C1=CC(=CC(=C1)F)F